5-bromo-2-((tert-butoxycarbonyl)amino)-4-fluorobenzoic acid methyl ester COC(C1=C(C=C(C(=C1)Br)F)NC(=O)OC(C)(C)C)=O